N1N=CC(=C1)C1=CC(=CC(=C1)C=1C=NNC1)C=1C=NNC1 1,3,5-tris(1H-pyrazol-4-yl)benzene